C(C)(C)OC(C#CC1CCN(CC1)C(=O)OC(C)(C)C)=O tert-butyl 4-(3-isopropoxy-3-oxoprop-1-yn-1-yl)piperidine-1-carboxylate